L-2-methylpentane CC(C)CCC